COC(C1=CC=C(C=C1)[C@H](C)NC(=O)C=1C=C(C=C2C=NN(C12)CC1=CC(=CC=C1)C(F)(F)F)C1=CC=C(C=C1)F)=O (S)-4-(1-(5-(4-fluorophenyl)-1-(3-(trifluoromethyl)benzyl)-1H-indazol-7-amido)ethyl)benzoic acid methyl ester